COC(=O)C=1C=CC(=NC1)N1[C@H](CN(C[C@H]1C)C(=O)OCC1=CC=CC=C1)C (3S,5R)-benzyl 4-(5-(methoxycarbonyl)pyridin-2-yl)-3,5-dimethylpiperazine-1-carboxylate